ClC=1C=C(C(=NC1F)OC1CN(C1)C(=O)OC(C)(C)C)[N+](=O)[O-] tert-butyl 3-((5-chloro-6-fluoro-3-nitropyridin-2-yl)oxy)azetidine-1-carboxylate